FC1(C(C1)C=1C(=C2C=NC(=NN2C1C(C(F)(F)F)C)N[C@H]1[C@@H](COCC1)O)F)F (3S,4R)-4-((6-(2,2-difluorocyclopropyl)-5-fluoro-7-(1,1,1-trifluoropropan-2-yl)pyrrolo[2,1-f][1,2,4]triazin-2-yl)amino)tetrahydro-2H-pyran-3-ol